Methyl (S)-4-(2-methoxyphenyl)-3-methyl-2,3,4,5-tetrahydrobenzo[f][1,4]oxazepine-8-carboxylate COC1=C(C=CC=C1)N1[C@H](COC2=C(C1)C=CC(=C2)C(=O)OC)C